NC1=C(C=C(C(=O)N[C@H](C(=O)NC(C(=O)NN(CC(=O)O)C(COC2=C(C(=C(C(=C2F)F)F)F)F)=O)C2=CC=CC=C2)C(C)(C)C)C=C1)Cl N-(2-((S)-2-(4-amino-3-chlorobenzamido)-3,3-dimethylbutanamido)-2-phenylacetamido)-N-(2-(perfluorophenoxy)acetyl)glycine